ClC=1C=C(C=C(C1)F)NC1=NC=C(C(=N1)NC1=CC=C2CCNCC2=C1)C=1C=NN(C1)C N2-(3-chloro-5-fluorophenyl)-5-(1-methyl-1H-pyrazol-4-yl)-N4-(1,2,3,4-tetrahydroisoquinolin-7-yl)pyrimidine-2,4-diamine